C(C)(C)OC(=O)C1=CC2=C(CN[C@H](CO2)C)C(=C1)F.FC(=CC1=CC=CC2=CC=CC=C12)F 1-(2,2-difluorovinyl)naphthalene Isopropyl-(3S)-6-fluoro-3-methyl-2,3,4,5-tetrahydro-1,4-benzoxazepine-8-carboxylate